ClC=1C=CC(=NC1)N1C(=NC2=NC=CC=C21)C(C)NC(OC(C)(C)C)=O tert-butyl {1-[1-(5-chloropyridin-2-yl)-1H-imidazo[4,5-b]pyridin-2-yl]ethyl}carbamate